N[C@@H]1[C@@H](CCCCCC1)C1=C(C2=NC(=CC(=C2S1)NCC=1SC=CC1)Cl)C 2-((1R,2S)-2-aminocyclooctyl)-5-chloro-3-methyl-N-(thiophen-2-ylmethyl)thieno[3,2-b]pyridin-7-amine